[Si](C1=CC=CC=C1)(C1=CC=CC=C1)(C(C)(C)C)O[C@H]1CC(N(C1)C(=O)OC)(C(=O)[O-])CC(=C)CCl methyl (4S)-4-[tert-butyl(diphenyl)silyl]oxy-2-[2-(chloromethyl)allyl]pyrrolidine-1,2-dicarboxylate